3-(2-chloro-4-(difluoromethyl)thiophen-3-yl)-1-(5-methoxypyridin-2-yl)-7-((4-(1-methylpiperidin-4-yl)phenyl)amino)-3,4-dihydropyrimido[4,5-d]pyrimidin-2(1H)-one ClC=1SC=C(C1N1C(N(C2=NC(=NC=C2C1)NC1=CC=C(C=C1)C1CCN(CC1)C)C1=NC=C(C=C1)OC)=O)C(F)F